COC=1C=CC2=C(/C(/N(S2(=O)=O)C)=C(\C(=O)[O-])/C2=CC=CC=C2)C1 (E)-2-(5-methoxy-2-methyl-1,1-dioxidobenzo[d]isothiazol-3(2H)-ylidene)-2-phenylacetate